copper (phosphate) sulfate S(=O)(=O)([O-])[O-].P(=O)(O)(O)O.[Cu+2]